O=C1NC(CCC1C1=NN(C2=CC(=CC=C12)C1C(CN(CC1)CC(=O)OC(C)(C)C)(F)F)C)=O tert-butyl 2-(4-(3-(2,6-dioxopiperidin-3-yl)-1-methyl-1H-indazol-6-yl)-3,3-difluoropiperidin-1-yl)acetate